ONC12C(=NNC1=O)COCC2 3a-(hydroxyamino)-2H,3H,3aH,4H,5H,7H-pyrano[3,4-c]pyrazol-3-one